C(CCC)OC(CCOCCOCCN)=O 3-(2-(2-aminoethoxy)ethoxy)propionic acid butyl ester